1,7-naphthyridine-6-carboxamide N1=CC=CC2=CC(=NC=C12)C(=O)N